4-(5-((3,4-dichlorophenyl)amino)pyridin-3-yl)-2-hydroxybenzoic acid ClC=1C=C(C=CC1Cl)NC=1C=C(C=NC1)C1=CC(=C(C(=O)O)C=C1)O